3-(5-cyano-2-methoxyphenyl)-N-(5-(cyclopropylethynyl)-1,3,4-thiadiazol-2-yl)isonicotinamide C(#N)C=1C=CC(=C(C1)C1=C(C(=O)NC=2SC(=NN2)C#CC2CC2)C=CN=C1)OC